methyl 2-(4-(pyridin-2-yl)piperazine-1-carboxamido)thiophene-3-carboxylate N1=C(C=CC=C1)N1CCN(CC1)C(=O)NC=1SC=CC1C(=O)OC